The molecule is an amino disaccharide consisting of an alpha-D-glucose residue having an N-acetyl-alpha-D-glucosaminyl residue attached at the 2-position. It is an amino disaccharide and a glycosylglucose derivative. CC(=O)N[C@@H]1[C@H]([C@@H]([C@H](O[C@@H]1O[C@@H]2[C@H]([C@@H]([C@H](O[C@@H]2O)CO)O)O)CO)O)O